C(CCCC)OCOCCCC(CC(C)[Li])C 6-pentyloxymethoxy-1,3-dimethylhexyllithium